N=1SC(SC1)=S 2,4-dithiazole-3-thione